N-[4-(3-cyanophenyl)-5-(4-methylquinazolin-6-yl)thiazol-2-yl]-2-(cyclopropylmethyl)piperazine-1-carboxamide C(#N)C=1C=C(C=CC1)C=1N=C(SC1C=1C=C2C(=NC=NC2=CC1)C)NC(=O)N1C(CNCC1)CC1CC1